2-[[4-[[7-Morpholino-3-(4H-1,2,4-triazol-3-yl)-1,6-naphthyridin-5-yl]oxy]cyclohexyl]amino]pyrimidine-5-carbonitrile O1CCN(CC1)C1=NC(=C2C=C(C=NC2=C1)C1=NN=CN1)OC1CCC(CC1)NC1=NC=C(C=N1)C#N